BrC1C(CN(CC1)C(C(F)(F)F)=O)=O 4-bromo-1-(2,2,2-trifluoroacetyl)piperidin-3-one